ClC1=C(C(=CC=C1)Cl)C1=CC2=C(N=C(N=C2)NC2=CC=C(C=C2)OCCN(CC)CC)N(C1=O)C 6-(2,6-dichlorophenyl)-2-[4-(2-diethylaminoethoxy)anilino]-8-methyl-8H-pyrido[2,3-d]pyrimidin-7-one